COC=1C=C(C=CC1OC)C=1NC(=C(C1C1=CC(=C(C=C1)OC)OC)C1=CC(=C(C=C1)OC)OC)C1=CC(=C(C=C1)OC)OC 2,3,4,5-tetrakis(3,4-dimethoxyphenyl)-1H-pyrrole